1-(3-(3-(benzyloxy)-2-chloropropoxy)-1H-pyrazol-1-yl)ethan-1-ol C(C1=CC=CC=C1)OCC(COC1=NN(C=C1)C(C)O)Cl